C(C)(C)(C)OC(=O)N1C[C@H](CC1)[C@@H](C(=O)OC(C)(C)C)CC1=C(C=C(C(=C1)Br)F)F (R)-3-((S)-3-(5-bromo-2,4-difluorophenyl)-1-(tert-butoxy)-1-oxopropan-2-yl)pyrrolidine-1-carboxylic acid tert-butyl ester